(R)-(4-amino-7,8-difluorochroman-4-yl)methanol N[C@@]1(CCOC2=C(C(=CC=C12)F)F)CO